FC(C=1C(=C(C=CC1)[C@@H](C)NC1=NN(C(C=2C1=CN(C(C2)=O)[C@@H]2CC21CC1)=O)C)F)F 4-(((R)-1-(3-(difluoromethyl)-2-fluorophenyl)ethyl)amino)-2-methyl-6-((R)-spiro[2.2]pentan-1-yl)-2,6-dihydropyrido[3,4-d]pyridazine-1,7-dione